6-Chloro-N-(4-methoxybenzyl)pyrimidine-2,4,5-triamine ClC1=C(C(=NC(=N1)NCC1=CC=C(C=C1)OC)N)N